2,6-diisopropyl-N-tert-butoxycarbonylaniline C(C)(C)C1=C(NC(=O)OC(C)(C)C)C(=CC=C1)C(C)C